1-[[5-(4-Chlorophenyl)-1-[(2-chlorophenyl)methyl]1H-pyrazol-3-yl]methoxy]cyclopropanecarboxylic acid ClC1=CC=C(C=C1)C1=CC(=NN1CC1=C(C=CC=C1)Cl)COC1(CC1)C(=O)O